tert-butyl 7-((5-((1S,4S)-2-oxa-5-azabicyclo[2.2.1]heptan-5-yl)pyridin-2-yl)amino)-4-(1-methyl-1H-pyrrolo[2,3-b]pyridin-4-yl)-1-oxo-1,3-dihydro-2H-pyrrolo[3,4-c]pyridine-2-carboxylate [C@@H]12OC[C@@H](N(C1)C=1C=CC(=NC1)NC=1C3=C(C(=NC1)C1=C4C(=NC=C1)N(C=C4)C)CN(C3=O)C(=O)OC(C)(C)C)C2